N-(2,5-dimethylphenyl)-3,8-diazabicyclo[3.2.1]Octane-8-carboxamide CC1=C(C=C(C=C1)C)NC(=O)N1C2CNCC1CC2